tert-butyl (S)-3-((4-chloropyrido[3,2-d]pyrimidin-6-yl)oxy)pyrrolidine-1-carboxylate ClC=1C2=C(N=CN1)C=CC(=N2)O[C@@H]2CN(CC2)C(=O)OC(C)(C)C